1-(5-(trifluoromethyl)pyridin-2-yl)cyclobutan-1-amine FC(C=1C=CC(=NC1)C1(CCC1)N)(F)F